C1(CC1)CN(C1CCC(CC1)N(C1=C(C(N(C=2C=CC(=NC12)C#N)C)=O)C#N)C)C=1C=C2C(NCC2=CC1)=O 8-((4-((cyclopropylmethyl)(3-oxoisoindolin-5-yl)amino)cyclohexyl)(methyl)amino)-5-methyl-6-oxo-5,6-dihydro-1,5-naphthyridine-2,7-dicarbonitrile